C1=2C3=CC=CN=C3C(NCCCCCCN3C=CC(C=C1)=C3N2)=O 6,9,16,22-tetrazatetracyclo[14.5.2.0^{2,7}.0^{19,23}]tricosa-1(22),2,4,6,17,19(23),20-heptaen-8-one